tert-butyl (2-(6-(2-amino-4-(2-methylpyridin-4-yl)-1H-imidazol-5-yl)-3-oxo-2,3-dihydro-4H-benzo[b][1,4]oxazin-4-yl)ethyl)carbamate NC=1NC(=C(N1)C1=CC(=NC=C1)C)C1=CC2=C(OCC(N2CCNC(OC(C)(C)C)=O)=O)C=C1